COC(=O)C=1SC2=C(C1)C(=CC=C2Cl)Br C4-bromo-7-chlorobenzothiophene-2-carboxylic acid methyl ester